(bromomethyl)picolinic acid methyl ester COC(C1=NC=CC=C1CBr)=O